4-(3-(4-Acryloylpiperazin-1-yl)azetidin-1-yl)-6-(2-methyl-3-oxospiro[isoindoline-1,4'-piperidin]-1'-yl)-2-(trifluoromethyl)nicotinonitrile C(C=C)(=O)N1CCN(CC1)C1CN(C1)C1=CC(=NC(=C1C#N)C(F)(F)F)N1CCC2(CC1)N(C(C1=CC=CC=C12)=O)C